1-(2,3-dimethylphenyl)-1-[imidazol-4(s)-yl]ethane CC1=C(C=CC=C1C)C(C)C=1N=CNC1